C(=O)O.C(=O)O.CNC=1N=C(C(=NC1C=1C2=C(C=NC1)N(C=N2)C)C(=O)N)NC2=CC=C(C=C2)CN2CCCC2 5-(methylamino)-6-(3-methylimidazo[4,5-c]pyridin-7-yl)-3-[4-(pyrrolidin-1-ylmethyl)anilino]pyrazine-2-carboxamide bis-formate salt